BrC1=CC=C(C=C1)OCCF 1-bromo-4-(2-fluoroethoxy)benzene